NC=1CCC([C@@](N1)(CF)C=1C=C(C=CC1F)NC(=O)C1=NC=C(N=C1)C(F)F)(F)F (S)-N-(3-(6-amino-3,3-difluoro-2-(fluoromethyl)-2,3,4,5-tetrahydropyridin-2-yl)-4-fluorophenyl)-5-(difluoromethyl)pyrazine-2-carboxamide